(R)-2-((4-(7-((1-((3-aminopyrrolidin-1-yl)sulfonyl)piperidin-4-yl)methyl)-2,7-Diazaspiro[3.5]nonan-2-yl)pyrimidin-5-yl)oxy)-5-fluoro-N,N-diisopropylbenzamide hydrochloride Cl.N[C@H]1CN(CC1)S(=O)(=O)N1CCC(CC1)CN1CCC2(CN(C2)C2=NC=NC=C2OC2=C(C(=O)N(C(C)C)C(C)C)C=C(C=C2)F)CC1